C(C)N1[C@H](CCCC1)[C@@H](C)OC=1C=C2COC(C2=CC1)=O 5-((R)-1-((R)-1-ethylpiperidin-2-yl)ethoxy)isobenzofuran-1(3H)-one